BrC=1C=C(C=NC1NC(COC1=CC=C(C=C1)Cl)=O)NC(C)=O N-[5-bromo-6-[[2-(4-chlorophenoxy)acetyl]amino]pyridin-3-yl]acetamide